(8-Methoxy-1,3,4,5-tetrahydropyrido[4,3-b]indol-2-yl)-(1H-pyrazol-3-yl)methanone COC1=CC=2C3=C(NC2C=C1)CCN(C3)C(=O)C3=NNC=C3